N1C[C@@H](CC1)C1CCN(CC1)C(=O)OC(C)(C)C tert-butyl 4-[(3S)-pyrrolidin-3-yl]piperidine-1-carboxylate